C(C1=CC=CC=C1)C=1C=NC(=NC1)N1CC2(CN(C2)C=2C=NN3C2C=CC(=C3)C=3C=NN(C3)C)C1 3-[6-(5-Benzylpyrimidin-2-yl)-2,6-diazaspiro[3.3]hept-2-yl]-6-(1-methyl-1H-pyrazol-4-yl)pyrazolo[1,5-a]pyridine